ClC=1C=C(C=C(C1C)OC1CNCC1)NC(CCC=1C=C2C(N(CC2=CC1)C1C(NC(CC1)=O)=O)=O)=O N-(3-chloro-4-methyl-5-(pyrrolidin-3-yloxy)phenyl)-3-(2-(2,6-dioxopiperidin-3-yl)-3-oxoisoindolin-5-yl)propanamide